ClC=1C(=CC(=C(N)C1)[N+](=O)[O-])C(F)(F)F 5-Chloro-2-nitro-4-(trifluoromethyl)aniline